cyclohexane-1,3-dicarboxylic acid-diglycidylester C(C1CO1)OC(=O)C1CC(CCC1)C(=O)OCC1CO1